1-((R)-1-(1-(2-((2-((3R,5R,7R)-adamantan-1-yl)ethyl)amino)ethyl)piperidin-4-yl)ethyl)-N-((4-methoxy-6-methyl-2-oxo-1,2-dihydro-pyridin-3-yl)methyl)-2-methyl-1H-indole-3-carboxamide C12(CC3CC(CC(C1)C3)C2)CCNCCN2CCC(CC2)[C@@H](C)N2C(=C(C3=CC=CC=C23)C(=O)NCC=2C(NC(=CC2OC)C)=O)C